(R)-1-(7-(4-fluorobenzoyl)-8-methyl-3-(4-(trifluoromethyl)thiazol-2-yl)-5,6,7,8-Tetrahydroimidazo[1,5-a]pyrazin-1-yl)pyrrolidin-2-one FC1=CC=C(C(=O)N2[C@@H](C=3N(CC2)C(=NC3N3C(CCC3)=O)C=3SC=C(N3)C(F)(F)F)C)C=C1